OC1=C(C(=O)OCCCCCCC)C=CC=C1O heptyl 2,3-dihydroxybenzoate